Methyl (3S)-4-(2-chloro-5-cyano-3-{[8-cyano-4-(cyclopropylamino)pyrazolo[1,5-a][1,3,5]triazin-2-yl]amino}phenyl)-3-ethylpiperazine-1-carboxylate ClC1=C(C=C(C=C1NC1=NC=2N(C(=N1)NC1CC1)N=CC2C#N)C#N)N2[C@H](CN(CC2)C(=O)OC)CC